(3R)-3-{[2-(4-aminophenyl)[1,2,4]triazolo[1,5-c]quinazolin-5-yl]amino}azepan-2-one 3-methylbutanethioate CC(CC(O)=S)C.NC1=CC=C(C=C1)C1=NN2C(=NC=3C=CC=CC3C2=N1)N[C@H]1C(NCCCC1)=O